C(C)(C)(CC)CC(C(=O)O[O-])(C)C tert.-Amylperoxypivalat